OCCC(C)NCCN(C(OC(C)(C)C)=O)C tert-butyl (2-((4-hydroxybutan-2-yl)amino)ethyl)(methyl)carbamate